N-[(1S)-1-(dicyclopropylmethyl)-2-[[5-(3,5-dimethyl-1H-pyrazol-4-yl)-6-fluoro-2-pyridyl]amino]-2-oxo-ethyl]-2-(2-methylsulfinylethyl)pyrazole-3-carboxamide C1(CC1)C([C@@H](C(=O)NC1=NC(=C(C=C1)C=1C(=NNC1C)C)F)NC(=O)C=1N(N=CC1)CCS(=O)C)C1CC1